3-cyclopropyl-7-[[1-(2,5-dimethylpyrazol-3-yl)imidazol-2-yl]amino]-N-(2-methylpropyl)-6,7,8,9-tetrahydrobenzo[g]isoquinoline-5-sulfonamide C1(CC1)C=1N=CC=2C=C3C(=C(C2C1)S(=O)(=O)NCC(C)C)CC(CC3)NC=3N(C=CN3)C=3N(N=C(C3)C)C